1-(2-fluoroacryloyl)piperazine FC(C(=O)N1CCNCC1)=C